COC1(CCC1)N1C=2C(=NC(=NC2N(CC1=O)C)N[C@@H]1C[C@H](C1)OC1=CC(=C(C(=C1)F)F)F)C (1-methoxycyclobutyl)-4,8-dimethyl-2-((trans-3-(3,4,5-trifluorophenoxy)cyclobutyl)amino)-7,8-dihydropteridin-6(5H)-one